CCCCC\C=C\CCCCCC trans-tridec-6-ene